(-)-5-(4-Fluorophenyl)-3-hydroxy-2,2-dimethylcyclohexan-1-one FC1=CC=C(C=C1)C1CC(C(C(C1)=O)(C)C)O